4-[2-chloro-6-(ethylamino)pyridin-4-yl]-3-(4-methyl-1,2,4-triazol-3-yl)benzonitrile ClC1=NC(=CC(=C1)C1=C(C=C(C#N)C=C1)C1=NN=CN1C)NCC